1-Azido-2-fluoro-4-(trifluoromethyl)benzene Neodymium carbonate C([O-])([O-])=O.[Nd+3].N(=[N+]=[N-])C1=C(C=C(C=C1)C(F)(F)F)F.C([O-])([O-])=O.C([O-])([O-])=O.[Nd+3]